2-cyclopropyl-6,7-dihydrooxazolo[5,4-d]pyrrolo[1,2-a]pyrimidin-9(5H)-one C1(CC1)C=1OC=2N=C3N(C(C2N1)=O)CCC3